ClC(C1=NC(=NO1)C1=CC=2N(C=C1)C=CN2)(F)F 7-(5-(chlorodifluoromethyl)-1,2,4-oxadiazol-3-yl)imidazo[1,2-a]pyridin